8-[(3R,4S)-4-ETHYL-3-PYRROLIDINYL]-3-[(4-METHYLPHENYL)SULFONYL]-3H-IMIDAZO[1,2-a]PYRROLO[2,3-e]PYRAZINE C(C)[C@H]1[C@H](CNC1)C1=CN=C2N1C1=C(N=C2)N(C=C1)S(=O)(=O)C1=CC=C(C=C1)C